4-[(6-nitroquinolin-4-yl)amino]-N-[4-(pyridin-4-ylamino)phenyl]benzamide [N+](=O)([O-])C=1C=C2C(=CC=NC2=CC1)NC1=CC=C(C(=O)NC2=CC=C(C=C2)NC2=CC=NC=C2)C=C1